pyrido[2,1-b]quinazolin-11-one hydrochloride Cl.C1=C2C(N3C(=NC2=CC=C1)C=CC=C3)=O